tert-Butyl 5-acetyl-2-azabicyclo[2.1.1]hexane-2-carboxylate C(C)(=O)C1C2CN(C1C2)C(=O)OC(C)(C)C